(S)-N-(2-((5-chloro-2-((3-cyclopropyl-1,2,3,4,4a,5-hexahydrobenzo[b]pyrazino[1,2-d][1,4]oxazin-8-yl)amino)pyrimidin-4-yl)amino)phenyl)methanesulfonamide ClC=1C(=NC(=NC1)NC=1C=CC2=C(OC[C@H]3N2CCN(C3)C3CC3)C1)NC1=C(C=CC=C1)NS(=O)(=O)C